4-amino-7-{3-[3-(dimethylamino)azetidin-1-yl]prop-1-ynyl}-2-{4-[(2-Fluoroacrylamido)phenyl]-1-methylpyrrolo[3,2-c]pyridin-3-yl}-2-chloro-N-(2,2,2-trifluoroethyl)benzamide NC1=CC(C(C(=O)NCC(F)(F)F)C=C1)(Cl)C1=CN(C2=C1C(=NC=C2C#CCN2CC(C2)N(C)C)C2=C(C=CC=C2)NC(C(=C)F)=O)C